ClC=1C=C(CN2N=C(C=CC2=O)C=2C=NC(=NC2)OCC(F)(F)F)C=CC1 2-(3-chlorobenzyl)-6-(2-(2,2,2-trifluoroethoxy)pyrimidin-5-yl)pyridazin-3(2H)-one